2-(2,2-Difluoroethoxy)-3,6-difluoro-5-nitropyridine FC(COC1=NC(=C(C=C1F)[N+](=O)[O-])F)F